COC(\C=C\C1=CC=2CCCC(C2C=C1)NCCC1=C(NC2=CC=CC=C12)C)=O (E)-3-(5-((2-(2-methyl-1H-indol-3-yl)ethyl)amino)-5,6,7,8-tetrahydronaphthalen-2-yl)acrylic acid methyl ester